NC=1C2=C(N=CN1)N(C(=C2C2=CC(=C(C=C2)N=S2(CCCC2)=O)F)C2=CC=C(C=C2)C=C(C(=O)N)F)C (4-(4-amino-5-(3-fluoro-4-((1-oxotetrahydro-1λ6-thiophen-1-ylidene)amino)phenyl)-7-methyl-7H-pyrrolo[2,3-d]pyrimidin-6-yl)phenyl)-2-fluoroacrylamide